C(C)OC(=O)[C@@]1([C@@H](C1)C=C)C(=O)O (1s,2s)-1-ethoxycarbonyl-2-vinylcyclopropanecarboxylic acid